1-((6-(benzylamino)pyridin-3-yl)methyl)azetidin C(C1=CC=CC=C1)NC1=CC=C(C=N1)CN1CCC1